Imidazo[1,2-a]pyrimidine-2-carboxylic acid ethyl ester C(C)OC(=O)C=1N=C2N(C=CC=N2)C1